6-(2-chloro-3-(methoxy-d3)phenyl)-N-(cyclopropylmethyl)-2-(methylthio)pyrido[3,4-d]pyrimidine-8-amine ClC1=C(C=CC=C1OC([2H])([2H])[2H])C1=CC2=C(N=C(N=C2)SC)C(=N1)NCC1CC1